3-(1,3-dioxoisoindolin-2-yl)-4,4,4-trifluorobutanal O=C1N(C(C2=CC=CC=C12)=O)C(CC=O)C(F)(F)F